(3S)-3-({N-[(4-methoxy-1H-indol-2-yl)carbonyl]-L-leucyl}amino)-2-oxo-4-[(3S)-2-oxopyrrolidin-3-yl]butyl (2R)-4-methylmorpholine-2-carboxylate CN1C[C@@H](OCC1)C(=O)OCC([C@H](C[C@H]1C(NCC1)=O)NC([C@@H](NC(=O)C=1NC2=CC=CC(=C2C1)OC)CC(C)C)=O)=O